2-[(7-{8-methyl-1H,2H,3H-pyrido[2,3-b][1,4]oxazin-7-yl}-5H,6H,7H,8H-pyrido[3,4-d]pyrimidin-2-yl)amino]-6-(propan-2-yl)-4H,5H,6H,7H,8H-pyrazolo[1,5-d][1,4]diazepin-7-one CC1=C(C=NC=2OCCNC21)N2CC=1N=C(N=CC1CC2)NC2=NN1CC(N(CCC1=C2)C(C)C)=O